C(C1=CC=CC=C1)N1C(C2(C1)N(C(C(C2C)O)=O)C)=O 2-benzyl-7-hydroxy-5,8-dimethyl-2,5-diazaspiro[3.4]octane-1,6-dione